CN1C(C(=C(C(=C1)C)[O-])NC(N[C@@H](CC(=O)[O-])C=1SC=C(C1)C1=C(C=CC=C1C)C)=O)=O.[Na+].[Na+] Natrium (S)-3-(3-(1,5-Dimethyl-4-oxido-2-oxo-1,2-dihydropyridin-3-yl)ureido)-3-(4-(2,6-dimethylphenyl)thiophen-2-yl)propanoat